1,4-butanediol methyl-L-leucinate CN[C@@H](CC(C)C)C(=O)OCCCCO